3-(6-(3-methyl-2-oxoimidazolin-1-yl)-2-azabicyclo[2.2.1]heptan-2-yl)-5-((4-(4-methylpiperidin-4-yl)phenyl)amino)-1,2,4-triazin-6-carboxamide CN1C(N(CC1)C1CC2CN(C1C2)C=2N=NC(=C(N2)NC2=CC=C(C=C2)C2(CCNCC2)C)C(=O)N)=O